neptunium dioxide [O-2].[O-2].[Np+4]